2-(Benzo[d]thiazol-6-ylamino)acetohydrazide S1C=NC2=C1C=C(C=C2)NCC(=O)NN